ClC1=CC=C(C=C1)C1(C(C(OC2=C1N(C=1C=CC=CC12)C)=O)C(F)(F)F)C1=CC=CC=C1 4-(4-chlorophenyl)-5-methyl-4-phenyl-3-trifluoromethylindolopyranone